diammonium bromide [Br-].[NH4+].[NH4+].[Br-]